C(C)(C)N1CCN(CC1)C1=CC=C(C=C1)C1=C(CCC2=CC(=CC=C12)OC)C=1C=C(C(=O)O)C=CC1 3-(1-(4-(4-Isopropylpiperazin-1-yl)phenyl)-6-methoxy-3,4-dihydronaphthalen-2-yl)benzoic acid